(2S,4R)-N-[(S)-(5-cyclopropyl-6-fluoropyridin-2-yl)(phenyl)methyl]-1-{2-[3-(difluoromethyl)-1-methyl-1H-pyrazol-4-yl]acetyl}-4-fluoropyrrolidine-2-carboxamide C1(CC1)C=1C=CC(=NC1F)[C@@H](NC(=O)[C@H]1N(C[C@@H](C1)F)C(CC=1C(=NN(C1)C)C(F)F)=O)C1=CC=CC=C1